ClC1=C(C=CC=C1)[C@@H]1C[C@@H](C=2N1N=C(N2)SCCC(=O)OCC(CCCC)CC)F 2-ethylhexyl 3-(((5S,7S)-5-(2-chlorophenyl)-7-fluoro-6,7-dihydro-5H-pyrrolo[1,2-b][1,2,4]triazol-2-yl)thio)propanoate